ClC=1C=C(C(=O)NC2=CC=C(C=C2)[C@H]2CNCCC2)C=C(N1)C (S)-2-Chloro-6-methyl-N-(4-(piperidin-3-yl)phenyl)isonicotinamide